[C@H]12CN(C[C@H](CC1)N2)C=2C1=C(N=C(N2)OCC23CC(CN3CC2)=C)C(=C(N=C1)C1=CC(=CC2=CC=CC(=C12)C#C)O)F 4-(4-((1R,5S)-3,8-diazabicyclo[3.2.1]octan-3-yl)-8-fluoro-2-((3-methylene-1-Azabicyclo[3.2.0]heptan-5-yl)methoxy)pyrido[4,3-d]pyrimidin-7-yl)-5-ethynylnaphthalen-2-ol